2-chloro-7-((1R,5S)-8-(1-(4-(difluoromethoxy)phenyl)ethyl)-3,8-diazabicyclo[3.2.1]octan-3-yl)-4-methyl-5-oxo-4,5-dihydrothieno[3,2-b]pyridine-6-carbonitrile ClC1=CC=2N(C(C(=C(C2S1)N1C[C@H]2CC[C@@H](C1)N2C(C)C2=CC=C(C=C2)OC(F)F)C#N)=O)C